Tert-butyl 4-[4-[3-[(4-methoxyphenyl) methyl]-2,4-dioxo-hexahydropyrimidin-1-yl]-8-isoquinolyl]-1,4-diazepane-1-carboxylate COC1=CC=C(C=C1)CN1C(N(CCC1=O)C1=CN=CC2=C(C=CC=C12)N1CCN(CCC1)C(=O)OC(C)(C)C)=O